BrC1=CC=CC(=N1)C=1N2C(=NN1)CCC21CC1 3'-(6-Bromopyridin-2-yl)-6',7'-dihydrospiro[cyclopropane-1,5'-pyrrolo[2,1-c][1,2,4]triazole]